(±)-4-(2-Oxo-1,4-dihydro-2H-quinazolin-3-yl)piperidine-1-carboxylic acid [2-(4-cyclohexyl-piperazin-1-yl)-1-(7-methyl-1H-indazol-5-ylmethyl)-2-oxo-ethyl]-amide C1(CCCCC1)N1CCN(CC1)C([C@@H](CC=1C=C2C=NNC2=C(C1)C)NC(=O)N1CCC(CC1)N1C(NC2=CC=CC=C2C1)=O)=O |r|